FC=1C(=C(C=CC1F)[C@H]1[C@H](O[C@]([C@@H]1CC)(C(F)(F)F)C)C(=O)NC1=CC(=NC=C1)C(=O)N)OC (2S,3S,4R,5R)-4-[[3-(3,4-Difluoro-2-methoxy-phenyl)-4-ethyl-5-methyl-5-(trifluoromethyl)tetrahydrofuran-2-carbonyl]amino]pyridin-2-carboxamid